N-phenyl-2-(5-(trifluoromethyl)-1,2,4-oxadiazol-3-yl)-6,7-dihydrothieno[3,2-c]pyridine-5(4H)-carboxamide C1(=CC=CC=C1)NC(=O)N1CC2=C(CC1)SC(=C2)C2=NOC(=N2)C(F)(F)F